5-[5-(4-fluoro-2-isopropoxy-phenyl)-4-methyl-6-(4,5,6,7-tetrahydropyrazolo[1,5-a]pyrazin-2-yl)pyrimidin-2-yl]-1-methyl-pyridin-2-one trifluoroacetic acid salt FC(C(=O)O)(F)F.FC1=CC(=C(C=C1)C=1C(=NC(=NC1C1=NN2C(CNCC2)=C1)C=1C=CC(N(C1)C)=O)C)OC(C)C